C(C)C(COC=1C=C(OCCN(C(CO)CO)CCCCCCCCCCCCCCCCCC)C=C(C1)CCCCCCCCCCCCCCC)CCCC 2-((2-(3-((2-ethylhexyl)oxy)-5-pentadecylphenoxy)ethyl)(octadecyl)amino)propane-1,3-diol